octanamide propyl-dimethyl-aminoxide C(CC)CN([O-])C.C(CCCCCCC)(=O)N